FC=1C=C2C(CCN3CCCOC(C1F)=C32)=O 7,8-difluoro-10-oxa-1-azatricyclo[7.4.1.05,14]tetradec-5,7,9(14)-trien-4-one